ClC1=CC2=C(OC=CC(=C2)C(=O)O)C=C1 7-chlorobenzo[b]oxepin-4-carboxylic acid